N-amino-5-iodopyrrole NN1C=CC=C1I